N-(2-(4-(3-(1,3-dimethyl-1H-pyrazolo[4,3-c]pyridin-6-yl)-1,2,4-oxadiazol-5-yl)piperidin-1-yl)-2-oxoethyl)benzamide CN1N=C(C=2C=NC(=CC21)C2=NOC(=N2)C2CCN(CC2)C(CNC(C2=CC=CC=C2)=O)=O)C